2-((1R,2R,4S)-2-amino-7-azabicyclo[2.2.1]heptan-7-yl)-5-(3-chloro-2-methyl-2H-indazol-5-yl)-3-methyl-3,7-dihydro-4H-pyrrolo[2,3-d]pyrimidin-4-one N[C@H]1[C@H]2CC[C@@H](C1)N2C=2N(C(C1=C(N2)NC=C1C1=CC2=C(N(N=C2C=C1)C)Cl)=O)C